C(C)(=O)NNC(=O)[C@H]1N2C(N([C@H](C=C1C)C2)OC(C(=O)[O-])F)=O.[Li+] lithium 2-(((2S,5R)-2-(2-acetylhydrazinocarbonyl)-3-methyl-7-oxo-1,6-diazabicyclo[3.2.1]oct-3-en-6-yl) oxy)-2-fluoroacetate